NC=1N=C(SC1C(C1=CC=CC=C1)=O)N([C@@H](C(=O)N)C)C1=CC=NC=C1 |r| rac-2-[(4-amino-5-benzoyl-thiazol-2-yl)-(4-pyridyl)amino]propanamide